N-(3-(cyanomethyl)-1-(5-methyl-2-((3-methylisothiazol-5-yl)amino)pyrimidin-4-yl)azetidin-3-yl)methanesulfonamide neodymium cis-vaccenate C(CCCCCCCCC\C=C/CCCCCC)(=O)[O-].[Nd+3].C(#N)CC1(CN(C1)C1=NC(=NC=C1C)NC1=CC(=NS1)C)NS(=O)(=O)C.C(CCCCCCCCC\C=C/CCCCCC)(=O)[O-].C(CCCCCCCCC\C=C/CCCCCC)(=O)[O-]